lactyl-coenzyme A C(C(O)C)(=O)SCCNC(CCNC([C@@H](C(COP(OP(OC[C@@H]1[C@H]([C@H]([C@@H](O1)N1C=NC=2C(N)=NC=NC12)O)OP(=O)(O)O)(=O)O)(=O)O)(C)C)O)=O)=O